4-(2-(4-aminopiperidin-1-yl)-6-(2-fluoro-6-(trifluoromethyl)phenyl)-5,6,7,8-tetrahydropyrido[4,3-d]pyrimidin-4-yl)-2-fluorobenzonitrile NC1CCN(CC1)C=1N=C(C2=C(N1)CCN(C2)C2=C(C=CC=C2C(F)(F)F)F)C2=CC(=C(C#N)C=C2)F